2-amino-3-methyl-N-((3aR,5S,7aS)-octahydro-1H-inden-5-yl)-N-((5-(trifluoromethyl)-2-pyridinyl)methyl)-6-quinolinecarboxamide NC1=NC2=CC=C(C=C2C=C1C)C(=O)N(CC1=NC=C(C=C1)C(F)(F)F)[C@@H]1C[C@H]2CCC[C@H]2CC1